6-(5-isopropyl-1,2,4-oxadiazol-3-yl)imidazo[1,2-a]pyridine-2-carboxamide C(C)(C)C1=NC(=NO1)C=1C=CC=2N(C1)C=C(N2)C(=O)N